FC=1C=C(C=CC1C=1C=NNC(C1)=O)NC([C@H](C(C1=CC=CC=C1)C1=CC=CC=C1)NC(OC(C)(C)C)=O)=O tert-butyl (S)-(1-((3-fluoro-4-(6-oxo-1,6-dihydropyridazin-4-yl)phenyl)amino)-1-oxo-3,3-diphenylpropan-2-yl)carbamate